3-(5-(trifluoromethyl)pyridin-3-yl)prop-2-yn-1-ol FC(C=1C=C(C=NC1)C#CCO)(F)F